N1=C(C=CC=C1)C1(CCC1)CNC1=NC=C(C=N1)C=1C=C(C(=O)N)C=CC1 3-(2-{[(2-pyridylcyclobutyl)methyl]amino}pyrimidin-5-yl)benzamide